FC1=C(C(=O)C(C(=O)OCC)=COCC)C=C(C(=C1F)F)F ethyl 2-(2,3,4,5-tetrafluorobenzoyl)-3-ethoxyacrylate